C(C)(C)(C)S(=O)(=O)C=1C(=CC=2N(C1)C(=CN2)I)OCC2OC(OC2)(C)C 6-(tert-butylsulfonyl)-7-((2,2-dimethyl-1,3-dioxolan-4-yl)methoxy)-3-iodoimidazo[1,2-a]pyridine